[Cl-].COCCOCC[N+](C)(C)CCOC N-[2-(2-methoxyethoxy)ethyl]-N-(2-methoxyethyl)-N,N-dimethyl-ammonium chloride